oxidotetrahydro-2H-thiopyran [O-]C1SCCCC1